FC=1C=C(OC2CC(C2)C2=NOC(=N2)CN2C=NC=3N=CN(C3C2=O)C)C=CC1 1-((3-((1r,3r)-3-(3-fluorophenoxy)cyclobutyl)-1,2,4-oxadiazol-5-yl)methyl)-7-methyl-1,7-dihydro-6H-purin-6-one